(S)-2-(2,5-difluoro-4-(5-fluoro-6-((5-(trifluoromethyl)thiazol-2-yl)methoxy)pyridin-2-yl)benzyl)-1-(oxetan-2-ylmethyl)-1H-benzo[d]imidazole-6-carboxylic acid FC1=C(CC2=NC3=C(N2C[C@H]2OCC2)C=C(C=C3)C(=O)O)C=C(C(=C1)C1=NC(=C(C=C1)F)OCC=1SC(=CN1)C(F)(F)F)F